FC1=CC2=C(S1)C=C(C=C2)C2=NN1C(CN(CC1)C(=O)OC(C)(C)C)=C2C2=C1C(=NC=C2)N(C=C1C)COCC[Si](C)(C)C tert-butyl 2-(2-fluorobenzo[b]thiophen-6-yl)-3-(3-methyl-1-((2-(trimethylsilyl)ethoxy)methyl)-1H-pyrrolo[2,3-b]pyridin-4-yl)-6,7-dihydropyrazolo[1,5-a]pyrazine-5(4H)-carboxylate